tetra(tridecyl)-4,4'-butylidenebis(3-methyl-6-t-butylphenyl) diphosphite O1P(OC2=CC(=C(C=C2C(C)(C)C)C(CCC(CCCCCCCCCCCCC)(CCCCCCCCCCCCC)CCCCCCCCCCCCC)(C2=C(C=C1C(=C2)C(C)(C)C)C)CCCCCCCCCCCCC)C)OP([O-])[O-]